1-Methyl-4-(2-(8-phenyl-1,4-dioxaspiro[4.5]decan-8-yl)ethyl)-1H-1,2,3-triazole CN1N=NC(=C1)CCC1(CCC2(OCCO2)CC1)C1=CC=CC=C1